4-(4-(1-aminoethyl)-8-fluoroquinolin-6-yl)-5-fluoro-N-(5-(piperidin-4-yl)pyridin-2-yl)pyrimidin-2-amine NC(C)C1=CC=NC2=C(C=C(C=C12)C1=NC(=NC=C1F)NC1=NC=C(C=C1)C1CCNCC1)F